C(C)(C)(C)NC1=NC(=NC=C1C(=O)N)N[C@H]1C[C@H](CCC1)O 4-(tert-butylamino)-2-((1R,3S)-3-hydroxycyclohexylamino)pyrimidine-5-carboxamide